tert-butyl (cis-2-cyclopropyl-5-oxopyrrolidin-3-yl)carbamate C1(CC1)[C@@H]1NC(C[C@@H]1NC(OC(C)(C)C)=O)=O